C1CC12CCN(CC2)C2=C(C(=O)NC1=CC=NC3=CC(=CC=C13)C1CC1)C=CC(=C2)I 2-{6-azaspiro[2.5]octan-6-yl}-N-(7-cyclopropylquinolin-4-yl)-4-iodobenzamide